N=1C=CN2C1C=C(C=C2)C(C)(C(CC)=O)C 2-imidazo[1,2-a]pyridin-7-yl-2-methyl-pentan-3-one